COC=1C=C(C=C(C1)OC)C1=NC2=CC=C(C=C2N=C1C=1C=NN(C1)C)N (3,5-dimethoxyphenyl)-3-(1-methyl-1H-pyrazol-4-yl)-6-quinoxalinamine